C(C)(C)C([SiH2]C#CC=1C=CC=C2C=C(C=C(C12)O)O)(C(C)C)C(C)C 8-((triisopropylmethylsilyl)ethynyl)naphthalen-1,3-diol